BrC1=C(C(=CC=C1)COC)F 1-bromo-2-fluoro-3-(methoxymethyl)benzene